1-(4-(trifluoromethyl)phenyl)cyclobutyl 4-(dimethylamino)-2-methylene-4-oxobutanoate CN(C(CC(C(=O)OC1(CCC1)C1=CC=C(C=C1)C(F)(F)F)=C)=O)C